FC=1C=C(OCCO)C=C(C1[C@H]1N([C@@H](CC2=C1NC1=CC=CC=C21)C)CC(C)(C)F)F 2-(3,5-difluoro-4-((1R,3R)-2-(2-fluoro-2-methylpropyl)-3-methyl-2,3,4,9-tetrahydro-1H-pyrido[3,4-b]indol-1-yl)phenoxy)ethanol